(2'S)-2-iodo-2'-methyl-spiro[6,7-dihydrothieno[3,2-C]pyran-4,4'-piperidine]-1'-carboxylic acid tert-butyl ester C(C)(C)(C)OC(=O)N1[C@H](CC2(CC1)OCCC1=C2C=C(S1)I)C